acetoxychavicol acetate CC(=O)OC1=C(C=C(C=C1)CC=C)OC(=O)C